CN1C=2N(C(C=C1)=O)N=C(C2C)C(=O)N dimethyl-7-oxo-4,7-dihydropyrazolo[1,5-a]pyrimidine-2-carboxamide